[Na].COC=1C=C(C=NC1[N+](=O)[O-])S 5-methoxy-6-nitropyridine-3-thiol sodium salt